2-(2,6-dioxopiperidin-3-yl)-5-(5-((1-(2-(4-(1,2-diphenylbut-1-en-1-yl)phenoxy)ethyl)piperidin-4-yl)methyl)-2,5-diazabicyclo[2.2.2]octane-2-yl)isoindoline-1,3-dione O=C1NC(CCC1N1C(C2=CC=C(C=C2C1=O)N1C2CN(C(C1)CC2)CC2CCN(CC2)CCOC2=CC=C(C=C2)C(=C(CC)C2=CC=CC=C2)C2=CC=CC=C2)=O)=O